C(C)C(C(=O)OOC(C)(CCC(C)(C)OOC(C(CCCC)CC)=O)C)CCCC 2,5-di(2-ethylhexanoylperoxy)-2,5-dimethylhexane